2-(4-(2-ethoxy-2-oxoethoxy)-2-methylbutoxy)acetic acid C(C)OC(COCCC(COCC(=O)O)C)=O